N-(4-(((1S,4R)-bicyclo-[2.2.1]heptan-2-ylamino)-methyl)pyridin-2-yl)-5-(5-methyl-1H-pyrazol-4-yl)thiazolo[5,4-b]-pyridin-2-amine [C@H]12C(C[C@H](CC1)C2)NCC2=CC(=NC=C2)NC=2SC1=NC(=CC=C1N2)C=2C=NNC2C